ClC=1C(=C(C(=C(C1)C1=CCCN(C1)C(=O)OC(C)(C)C)F)F)C=O tert-butyl 5-(5-chloro-2,3-difluoro-4-formyl-phenyl)-3,6-dihydro-2H-pyridine-1-carboxylate